isocyanic acid (4-chloro-3-trifluoromethyl-phenyl) ester ClC1=C(C=C(C=C1)N=C=O)C(F)(F)F